5-chloropyridine-3-sulfonyl chloride ClC=1C=C(C=NC1)S(=O)(=O)Cl